BrC=1C=C2C(=CC=NC2=CC1)N[C@H](C)C1=C(C(=CC=C1)C(F)(F)F)C (R)-6-bromo-N-(1-(2-methyl-3-(trifluoromethyl)phenyl)ethyl)quinolin-4-amine